CN1N=CC(=C1)C1BOOC1 1-methyl-4-(4,5-dioxaborolan-2-yl)-1H-pyrazole